5-(tritylamino)-1H-pyrazol-2-ium 2,2,2-Trifluoroacetate salt FC(C(=O)[O-])(F)F.C(C1=CC=CC=C1)(C1=CC=CC=C1)(C1=CC=CC=C1)NC1=CC=[NH+]N1